NC1=C(C=C(C=C1)C(=O)N1CC2(C1)CCNCC2)OC (4-amino-3-methoxyphenyl)(2,7-diazaspiro[3.5]non-2-yl)methanone